N,N-dibenzyl-1-[tert-butyl(dimethyl)silyl]oxy-3-iodo-propan-2-amine C(C1=CC=CC=C1)N(C(CO[Si](C)(C)C(C)(C)C)CI)CC1=CC=CC=C1